tris[(trimethylsilyl)methyl]bismuth (III) dichloride C[Si](C)(C)C[Bi-2](C[Si](C)(C)C)(C[Si](C)(C)C)(Cl)Cl